9-nitropyrene [N+](=O)([O-])C1=C2C=CC=C3C=CC4=CC=CC(=C1)C4=C32